C1(CC1)N1N=C(C(=C1)C(=O)NC(C(C(=O)OC)=O)CC1=CC=CC=C1)C1=CC=CC=C1 Methyl 3-(1-cyclopropyl-3-phenyl-1H-pyrazole-4-carboxamido)-2-oxo-4-phenylbutanoate